(methylsulfonylmethyl)pyridin CS(=O)(=O)CC1=NC=CC=C1